4-(2-chlorobenzyl)-2-(morpholine-4-carbonyl)imidazo[1,2-a]quinazolin-5(4H)-one ClC1=C(CN2C=3N(C4=CC=CC=C4C2=O)C=C(N3)C(=O)N3CCOCC3)C=CC=C1